C(C)(C)(C)OC(N(C1=C(C=CC(=C1)NC1=NC=C(C(=N1)C1=CN(C2=CC=CC=C12)C)Cl)N(CCN(C)C)C(=O)OC(C)(C)C)C(C)=O)=O tert-butylacetyl(2-((tert-butoxycarbonyl)(2-(dimethylamino)ethyl)amino)-5-((5-chloro-4-(1-methyl-1H-indol-3-yl)pyrimidin-2-yl)amino)phenyl)carbamate